rac-(2R,4R)-4-fluorooxolan F[C@@H]1CCOC1 |r|